N-(4-chlorobenzylidene)aniline ClC1=CC=C(C=NC2=CC=CC=C2)C=C1